N-[(2-methoxy-3-methylphenyl)methyl]-1-[5-(pyridin-4-yl)-1H-pyrazole-3-carbonyl]piperidine-4-carboxamide COC1=C(C=CC=C1C)CNC(=O)C1CCN(CC1)C(=O)C1=NNC(=C1)C1=CC=NC=C1